N-(6,7-dihydro-5H-pyrrolo[1,2-b][1,2,4]triazol-7-yl)-7-(methylamino)-5-((2-oxo-2H-[1,2'-bipyridin]-3-yl)amino)pyrazolo[1,5-a]pyrimidine-3-carboxamide N1=C2N(N=C1)CCC2NC(=O)C=2C=NN1C2N=C(C=C1NC)NC=1C(N(C=CC1)C1=NC=CC=C1)=O